OC1=C(C=O)C=C(C=C1)CN1CCN(CC1)C1=C(C=C(C=C1)C1=NC(=NO1)C1=CC=NC=C1)[N+](=O)[O-] hydroxy-5-((4-(2-nitro-4-(3-(pyridin-4-yl)-1,2,4-oxadiazol-5-yl)phenyl)piperazin-1-yl)methyl)benzaldehyde